(5-(Bis(4-methoxybenzyl)amino)-4-fluoro-3-methyl-2-(trifluoromethyl)phenyl)boronic acid COC1=CC=C(CN(C=2C(=C(C(=C(C2)B(O)O)C(F)(F)F)C)F)CC2=CC=C(C=C2)OC)C=C1